tert-butyl N-[2-[4-amino-2-(2-trimethylsilylethoxymethyl)pyrazol-3-yl]-4-bromo-phenyl]carbamate NC1=C(N(N=C1)COCC[Si](C)(C)C)C1=C(C=CC(=C1)Br)NC(OC(C)(C)C)=O